aminomethyltricyclo[5.2.1.02,6]Decane NCC12C3CCCC3C(CC1)C2